2-amino-1-(3-hydroxy-3,4-dihydrobenzo[b][1,4]oxazepin-5(2H)-yl)ethan-1-one trifluoroacetic acid salt FC(C(=O)O)(F)F.NCC(=O)N1C2=C(OCC(C1)O)C=CC=C2